5,5-dimethyl-3-propylcyclohex-2-en-1-ol CC1(CC(=CC(C1)O)CCC)C